FC(C=1C=C(C=C(C1)C(F)(F)F)C1=NN(C=N1)/C=C(/C(=O)O)\C=1C(=NOC1C)C)(F)F (E)-3-(3-(3,5-bis(trifluoromethyl)phenyl)-1H-1,2,4-triazol-1-yl)-2-(3,5-dimethylisoxazol-4-yl)acrylic acid